6-amino-2-[(3S)-3-amino-3H-spiro[1-benzofuran-2,4'-piperidin]-1'-yl]-5-(2,3-dichlorophenyl)pyrimidine-4-carbonitrile NC1=C(C(=NC(=N1)N1CCC2(CC1)OC1=C([C@@H]2N)C=CC=C1)C#N)C1=C(C(=CC=C1)Cl)Cl